tris(2,3-di-tert-butylphenyl)phosphite C(C)(C)(C)C1=C(C=CC=C1C(C)(C)C)OP(OC1=C(C(=CC=C1)C(C)(C)C)C(C)(C)C)OC1=C(C(=CC=C1)C(C)(C)C)C(C)(C)C